2-methyl-N-(4-phenoxyphenyl)pyrazolo[1,5-a]quinazolin-5-amine CC1=NN2C(N=C(C3=CC=CC=C23)NC2=CC=C(C=C2)OC2=CC=CC=C2)=C1